di-glycerol oleate C(CCCCCCC\C=C/CCCCCCCC)(=O)O.OCC(O)CO.OCC(O)CO